C(C)(C)(C)OC(=O)N1CC2(CC1)C(N(CCC2)[C@@H](C(C)C)C(=O)OC(C)(C)C)=O 7-[(1S)-1-tert-Butoxycarbonyl-2-methyl-propyl]-6-oxo-2,7-diazaspiro[4.5]decane-2-carboxylic acid tert-butyl ester